methyl 3-(4-((1-(cyclopropylmethyl)-3-phenyl-1H-indazol-6-yl)methoxy)phenyl)butanoate C1(CC1)CN1N=C(C2=CC=C(C=C12)COC1=CC=C(C=C1)C(CC(=O)OC)C)C1=CC=CC=C1